CC1=C(C=CC=C1C)C1=C(C=2N=C(N=C(C2C=N1)N1C[C@H]2CC[C@@H](C1)N2C(=O)OC(C)(C)C)OCC21CCCN1CCC2)F (1R,5S)-tert-butyl 3-(7-(2,3-dimethylphenyl)-8-fluoro-2-((hexahydro-1H-pyrrolizin-7a-yl)methoxy)pyrido[4,3-d]pyrimidin-4-yl)-3,8-diazabicyclo[3.2.1]octane-8-carboxylate